Cl.C1(CC1)CN1CCC(CC1)CNC(=O)C1=NOC(=C1)C1=C(C=C(C=C1)F)F N-((1-(cyclopropylmethyl)piperidin-4-yl)methyl)-5-(2,4-difluorophenyl)isoxazole-3-carboxamide hydrochloride